The molecule is a steroid sulfate that is (24S)-24-hydroxycholesterol carrying a single sulfo substituent at the O-24 position. It is a steroid sulfate and a 3beta-hydroxy steroid. It derives from a (24S)-24-hydroxycholesterol. It is a conjugate acid of a (24S)-hydroxycholesterol 24-sulfate(1-). C[C@H](CC[C@@H](C(C)C)OS(=O)(=O)O)[C@H]1CC[C@@H]2[C@@]1(CC[C@H]3[C@H]2CC=C4[C@@]3(CC[C@@H](C4)O)C)C